ClC1=C(N=C(NC1=O)I)N1[C@@H](CN(CC1)C(=O)OC(C)(C)C)C tert-butyl (3R)-4-(5-chloro-2-iodo-6-oxo-1H-pyrimidin-4-yl)-3-methyl-piperazine-1-carboxylate